[Si](C)(C)(C(C)(C)C)OC[C@@H]1[C@H]([C@@H]([C@@H](O1)N1C(NC(C(=C1)F)=O)=O)Cl)OC(C1=CC=CC=C1)(C1=CC=CC=C1)C1=CC=C(C=C1)OC 1-[(2R,3S,4R,5R)-5-{[(tert-butyldimethylsilyl)oxy]methyl}-3-chloro-4-[(4-methoxyphenyl)diphenylmethoxy]oxolan-2-yl]-5-fluoro-3H-pyrimidine-2,4-dione